N-(6-amino-5-methyl-3-pyridyl)-2-oxo-2-[(1S,4S,5R)-4-(2-thienyl)-3-azabicyclo[3.2.1]octan-3-yl]acetamide NC1=C(C=C(C=N1)NC(C(N1C[C@H]2CC[C@@H]([C@H]1C=1SC=CC1)C2)=O)=O)C